CC1=C(C(=O)C2=C(C#N)C=CC=C2)C=CC=C1 (2-methylbenzoyl)benzonitrile